NC1=CC=CC2=C1N=NN(C2=O)C2C(NC(CC2)=O)=O 3-(8-amino-4-oxo-benzo[d][1,2,3]triazin-3(4H)-yl)piperidine-2,6-dione